1-isothiocyanato-2,4-dimethylbenzene N(=C=S)C1=C(C=C(C=C1)C)C